CN(C1=CC=C(C=C1)C1=NC(=C2C=CC=NC2=C1)NCCCCO)C 4-[[7-[4-(dimethylamino)phenyl]-1,6-naphthyridin-5-yl]amino]-1-butanol